COC=1C=C(C=CC1NCC#CC=1N(C2=CC=CC(=C2C1)NC1CCN(CC1)C1CCOCC1)CC(F)(F)F)S(=O)(=O)N 3-methoxy-4-((3-(4-((1-(tetrahydro-2H-pyran-4-yl)piperidin-4-yl)amino)-1-(2,2,2-trifluoroethyl)-1H-indol-2-yl)prop-2-yn-1-yl)amino)benzenesulfonamide